Lauryl sulfate, sodium salt [Na+].S(=O)(=O)(OCCCCCCCCCCCC)[O-]